OC1CN(C1)C(=O)O[C@@H]1CC[C@H](CC1)C(N(C[C@@H]1CC[C@H](CC1)C1=CC(=C(C=C1)OC)C)C1=NC=CC(=C1)C1=CN=C(S1)C(C)C)=O trans-4-((4-(2-Isopropylthiazol-5-yl) pyridin-2-yl)((trans-4-(4-methoxy-3-methylphenyl)cyclohexyl)methyl) carbamoyl)cyclohexyl 3-hydroxyazetidine-1-carboxylate